4-(1-(4-(4-(aminomethyl)piperidin-1-yl)phenyl)-2-phenylbut-1-en-1-yl)phenylphenol hydrochloride Cl.NCC1CCN(CC1)C1=CC=C(C=C1)C(=C(CC)C1=CC=CC=C1)C1=CC=C(C=C1)C1=C(C=CC=C1)O